tert-butyl 2-((4-chloro-2-fluorobenzyl) oxy)-3-isopropyl-5,8-dihydro-1,7-naphthyridine-7(6H)-carboxylate ClC1=CC(=C(COC2=NC=3CN(CCC3C=C2C(C)C)C(=O)OC(C)(C)C)C=C1)F